N-tert-butoxycarbonyl-(N-Boc)ethylenediamine C(C)(C)(C)OC(=O)N(CCN)C(=O)OC(C)(C)C